C(C)(C)(C)OC(=O)N1CC(C1)(C1=C(C=CC=C1I)F)C#N 3-cyano-3-(2-fluoro-6-iodophenyl)azetidine-1-carboxylic acid tert-butyl ester